C[Si](CCCCCC[SiH2]C(N(C)C)N(C)C)(OCC)OCC 1-methyl-Diethoxysilyl-6-bis(dimethylamino)methylsilylhexane